methyl 1'-(4-chlorophenyl)sulfonyl-2-oxospiro[indoline-3,4'-piperidine]-5-carboxylate ClC1=CC=C(C=C1)S(=O)(=O)N1CCC2(CC1)C(NC1=CC=C(C=C12)C(=O)OC)=O